tert-Butyl 1-methyl-6-((trimethylsilyl)ethynyl)-1,2-dihydro-3H-benzo[e]indole-3-carboxylate CC1CN(C=2C=CC3=C(C12)C=CC=C3C#C[Si](C)(C)C)C(=O)OC(C)(C)C